ClC1=C(C=C(OCC(=O)N(CCO)C23CC(C2)(C3)NC(COC3=CC(=C(C=C3)Cl)F)=O)C=C1)F 2-(4-chloro-3-fluorophenoxy)-N-{3-[2-(4-chloro-3-fluorophenoxy)acetylamino]-bicyclo[1.1.1]pentan-1-yl}-N-(2-hydroxyethyl)acetamide